ClC=1C(=C(OC2CN(CC2)C(=O)OCCCC)C=C(C1)NC(=O)OC1=CC=CC=C1)C butyl 3-(3-chloro-2-methyl-5-((phenoxycarbonyl)amino)phenoxy)pyrrolidine-1-carboxylate